BrC=1C(=NC(=NC1C)C1=NOC(=C1)C(=O)OC(C)(C)C)C tert-butyl 3-(5-bromo-4,6-dimethyl-pyrimidin-2-yl)isoxazole-5-carboxylate